2,3,5-furantricarboxylic acid O1C(=C(C=C1C(=O)O)C(=O)O)C(=O)O